ICCCC(CCC)I 1,4-diiodoheptane